FC1=C(C=C(C(=C1F)F)F)O 2,3,4,5-tetrafluorophenol